tert-butyl (3,3-dimethyl-1-oxo-1,3-dihydroisobenzofuran-5-yl)carbamate CC1(OC(C2=CC=C(C=C12)NC(OC(C)(C)C)=O)=O)C